C(C1=CC=CC=C1)(=O)OCCCC(CO[Si](C)(C)C(C)(C)C)O[Si](C(C)C)(C(C)C)C(C)C [5-[tert-butyl (dimethyl) silyl] oxy-4-triisopropylsiloxy-pentyl] benzoate